CS(=O)(=O)C=1C=C(OC2=NC(=NC=C2C(F)(F)F)NC2CNCCC2)C=CC1 4-(3-methylsulfonylphenoxy)-N-(piperidin-3-yl)-5-(trifluoromethyl)pyrimidin-2-amine